ClC=1C=C2C(=CC(=NC2=CC1)N1CCS(C2=C(C1)C=CC=C2)(=O)=O)NCCNC N-[6-chloro-2-(1,1-dioxido-2,3-dihydro-1,4-benzothiazepin-4(5H)-yl)quinolin-4-yl]-N'-methylethane-1,2-diamine